BrC1=CC=CC(=N1)C(=O)NC1CC2CCC(C1)N2C 6-bromo-N-(8-methyl-8-azabicyclo[3.2.1]octan-3-yl)pyridine-2-carboxamide